purine-6-thione N1=CN=C2N=CN=C2C1=S